BrC=1C=C(C(=NC1)/C(/SC)=N\C)SCC (E)-[[5-bromo-3-(ethylthio)pyridin-2-yl](methylthio)methylene](methyl)amine